C1(=CC=CC=C1)NC(=O)C1=CC=C(O1)C1=CC=C(OC2CCN(CC2)C(=O)OCCCC)C=C1 butyl 4-(4-(5-(phenylcarbamoyl)furan-2-yl)phenoxy)piperidine-1-carboxylate